N-(1-methyl-1H-pyrazol-4-yl)-4-(1H-pyrazol-3-yl)pyrimidin-2-amine CN1N=CC(=C1)NC1=NC=CC(=N1)C1=NNC=C1